Trifluoromethyl-1H-Indole FC(F)(F)N1C=CC2=CC=CC=C12